3-Cyclopentyl-1-[5-ethynyl-2-({2-[3-(methanesulfonylmethyl)piperidin-1-yl]phenyl}amino)pyrido[2,3-d]pyrimidin-7-yl]urea C1(CCCC1)NC(NC=1C=C(C2=C(N=C(N=C2)NC2=C(C=CC=C2)N2CC(CCC2)CS(=O)(=O)C)N1)C#C)=O